2-methyl-8-[4-(trifluoromethyl)phenyl]-2H,8H-pyrazolo[3,4-b]indole-5-carbonyl-(pyrimidin-4-yl)azetidin-3-ol CN1N=C2N(C3=CC=C(C=C3C2=C1)C(=O)C1N(CC1O)C1=NC=NC=C1)C1=CC=C(C=C1)C(F)(F)F